(3-(3-amino-2-methoxyphenyl)-1-(methyl-d3)-1H-pyrazol-5-yl)dicyclopropylphosphine oxide NC=1C(=C(C=CC1)C1=NN(C(=C1)P(C1CC1)(C1CC1)=O)C([2H])([2H])[2H])OC